C(C(C)C)(=O)N1[C@@H]2CN([C@H](C1)C2)C(=O)OC(C)(C)C tert-butyl (1s,4s)-5-isobutyryl-2,5-diazabicyclo[2.2.1]heptane-2-carboxylate